CSC=1N=CC2=C(N1)N=C(C=C2C#C[Si](C(C)C)(C(C)C)C(C)C)NC(CC2=CC=CC=C2)=O N-[2-(methylsulfanyl)-5-[2-(triisopropylsilyl)ethynyl]pyrido[2,3-d]pyrimidin-7-yl]-2-phenylacetamide